FC1(CC12C[C@H](N(CC2)C(=O)OCC2=CC=CC=C2)C2=CC=C(C=C2)C(=O)OC)F benzyl (5S)-1,1-difluoro-5-(4-(methoxycarbonyl)phenyl)-6-azaspiro[2.5]octane-6-carboxylate